OC=1C=C2C(C=C(OC2=CC1)C(=O)NCC1(CCCCC1)O)=O 6-hydroxy-N-[(1-hydroxycyclohexyl)methyl]-4-oxo-chromene-2-carboxamide